ClC1=C(N=C(NC1=O)C1=CC=NC=C1)N1CCNC(CC1)=O 1-[5-chloro-6-oxo-2-(4-pyridyl)-1H-pyrimidin-4-yl]-1,4-diazepan-5-one